8-(2,6-lutidin-4-yl)-N-ethyl-5-(ethylamino)-7-phenylimidazo[1,2-c]pyrimidine-2-carboxamide N1=C(C=C(C=C1C)C=1C=2N(C(=NC1C1=CC=CC=C1)NCC)C=C(N2)C(=O)NCC)C